3-(2-amino-6-(1-((5-(methylsulfonyl)-1H-indol-3-yl)methyl)-1H-1,2,3-triazol-4-yl)pyrimidin-4-yl)-2-methylbenzonitrile NC1=NC(=CC(=N1)C=1C(=C(C#N)C=CC1)C)C=1N=NN(C1)CC1=CNC2=CC=C(C=C12)S(=O)(=O)C